BrC1=C(C=C(CNC(=O)[C@@H]2N(CCN(C2)C=2C=3C(N=CN2)=NN(C3)C3=CC=C(C=C3)C(F)(F)F)C)C=C1)C (R)-N-(4-bromo-3-methylbenzyl)-1-methyl-4-(2-(4-(trifluoromethyl)phenyl)-2H-pyrazolo[3,4-d]pyrimidin-4-yl)piperazine-2-carboxamide